10-methyl-gadoleic acid C/C(=C/CCCCCCCC(=O)O)/CCCCCCCCCC